F[B-](F)(F)F.C1(CCCCC1)[PH+](C1=CC(=CC(=C1)C)C)C1CCCCC1 dicyclohexyl-(3,5-dimethylphenyl)phosphonium tetrafluoroborate